Cl.ON hydroxyamine hydrochloride salt